C1(CC1)C1=C(C=O)C=CC(=C1)C1CN(C1)C1=C(C=CC=C1Cl)Cl 2-cyclopropyl-4-(1-(2,6-dichlorophenyl)azetidin-3-yl)benzaldehyde